ClC1=C2C=C(NC2=CC=C1Cl)C(=O)N1CC(CCC1)C(=O)N 1-[(4,5-dichloro-1H-indol-2-yl)carbonyl]-3-piperidinecarboxamide